C[C@@H]1CN(C[C@@H](C1)NCC1=NC=C(N=C1)N1CCNCC1)C1=C2C=CC=NC2=C(C=C1)C#N 5-[(3S,5R)-3-methyl-5-[(5-piperazin-1-ylpyrazin-2-yl)methylamino]-1-piperidinyl]quinoline-8-carbonitrile